C[Si](OOC(C)(C)C)(C1=CC=CC=C1)C1=CC=CC=C1 methyldiphenyl-(t-butylperoxy)silane